[Cl-].C(=C)C1=C(C=CC=C1)[P+](C1=CC=CC=C1)(C1=CC=CC=C1)CC1=CC=CC=C1 vinylbenzyltriphenylphosphonium chlorid